(R)-(4-methylpiperazin-1-yl)(4-((6-(3-phenylisoxazolidin-2-yl)pyrimidin-4-yl)amino)phenyl)methanone CN1CCN(CC1)C(=O)C1=CC=C(C=C1)NC1=NC=NC(=C1)N1OCC[C@@H]1C1=CC=CC=C1